C1(CC1)COC=1C=CC(=NC1)NC(C(=C)N1C[C@H](C(CC1)(F)F)C1=NN(C=C1)C)=O (S)-N-(5-(cyclopropylmethoxy)pyridin-2-yl)-2-((S)-4,4-difluoro-3-(1-methyl-1H-pyrazol-3-yl)piperidin-1-yl)propenamide